2-cyclopropyl-6-methoxy-3,4-dihydro-2,7-naphthyridin-1(2H)-one C1(CC1)N1C(C2=CN=C(C=C2CC1)OC)=O